CC(C)(C)S(=O)/N=C(\C)/C1=CC=NC=C1 (E)-2-methyl-N-(1-(pyridin-4-yl)ethylidene)propane-2-sulfinamide